C(C)(=O)C=1C=CC=C2C(C(=C(OC12)C)C)=O 8-acetyl-dimethyl-chromen-4-one